ClC1=CC=C(C=C1)C1=NOC(=N1)C1(CCCC1)C(=O)N 1-[3-(4-Chlorophenyl)-1,2,4-oxadiazol-5-yl]cyclopentane-1-carboxamide